N1=C2C(=NC=C1)NC=C2C2=C1CCN(C1=CC=C2)C(=O)[C@H]2N(CCC2)C#N (S)-2-(4-(5H-pyrrolo[2,3-b]pyrazin-7-yl)indoline-1-carbonyl)pyrrolidine-1-carbonitrile